methyl (S)-2-((5-bromopyridin-3-yl)oxy)propanoate BrC=1C=C(C=NC1)O[C@H](C(=O)OC)C